C(CCCC)OC(CCCCC(=O)O)OCCCCC 6,6-dipentoxyhexanoic acid